CN1CCN(CC1)C=1C=C(C=CC1)NC1=NC=CC(=N1)C1=CC=C(C(=O)NCC(F)(F)F)C=C1 4-(2-((3-(4-Methylpiperazin-1-yl)phenyl)amino)pyrimidin-4-yl)-N-(2,2,2-trifluoroethyl)benzamide